C(C)(C)(C)OC(=O)N1OCC[C@H]1C=1C=NC(=CC1)C (S)-3-(6-methylpyridin-3-yl)isoxazolidine-2-carboxylic acid tert-butyl ester